3-((methylamino)methyl)azetidine-1-carboxylic acid tert-butyl ester C(C)(C)(C)OC(=O)N1CC(C1)CNC